OC(COCCCCCC)C 2-hydroxypropyl-hexyl ether